NC1=C(C=C(C=C1)C1=C(C=C(C=C1)C)Cl)C(=O)[O-] 4-Amino-2'-chloro-4'-methyl-[1,1'-biphenyl]-3-carboxylate